(S)-N2-[1-(4-fluorophenyl)ethyl]-6-(3-morpholinoazetidin-1-yl)-N4-(pyrazin-2-yl)pyrimidine-2,4-diamine FC1=CC=C(C=C1)[C@H](C)NC1=NC(=CC(=N1)NC1=NC=CN=C1)N1CC(C1)N1CCOCC1